C(#N)C=1C=CC2=C(N(C(=N2)NC(CC(C)(C2=CC=CC=C2)O)=O)CC(C)(C)C)C1 N-(6-cyano-1-neopentyl-1H-benzo[d]imidazol-2-yl)-3-hydroxy-3-phenylbutanamide